[rac-2-(4-bromo-7-fluoro-indol-1-yl)-1-methyl-propyl] (2S)-2-[(3-hydroxy-4-methoxy-pyridine-2-carbonyl)amino]-propanoate OC=1C(=NC=CC1OC)C(=O)N[C@H](C(=O)OC(C(C)N1C=CC2=C(C=CC(=C12)F)Br)C)C